4-[4-(1,3-Benzodioxol-5-yl)-5-(6-methyl-2-pyridinyl)-1H-imidazol-2-yl]bicyclo[2.2.2]octane-1-carboxamide O1COC2=C1C=CC(=C2)C=2N=C(NC2C2=NC(=CC=C2)C)C21CCC(CC2)(CC1)C(=O)N